C1N(CCC2=CC=CC=C12)CC1(CCN(CC1)C(=O)C1=CC(=NC=C1)NC1=CC=CC=C1)O (4-((3,4-dihydroisoquinolin-2(1H)-yl)methyl)-4-hydroxypiperidin-1-yl)(2-(phenylamino)pyridin-4-yl)methanone